C(C1=CC=CC=C1)(=O)OC(CCCC)OC(C1=CC=CC=C1)=O pentanediol dibenzoate